FC=1C(=NC(=NC1)N[C@H]1[C@@H](COCC1)O)C1=CC=C2C(C=C(N(C2=C1)C(C)C)CN1CCC(CC1)C#N)=O 1-((7-(5-fluoro-2-(((3S,4R)-3-hydroxytetrahydro-2H-pyran-4-yl)amino)pyrimidin-4-yl)-1-isopropyl-4-oxo-1,4-dihydroquinolin-2-yl)methyl)piperidine-4-carbonitrile